2,6-difluorothianthrene FC1=CC=2SC3=CC=CC(=C3SC2C=C1)F